ClCC(=O)NC1COC1 2-chloro-N-(oxetan-3-yl)acetamide